2-(2-((5-Bromo-2-((3-methoxy-4-(4-(4-methylpiperazin-1-yl)piperidin-1-yl)phenyl)amino)pyrimidin-4-yl)amino)-4-fluorophenyl)propan-2-ol BrC=1C(=NC(=NC1)NC1=CC(=C(C=C1)N1CCC(CC1)N1CCN(CC1)C)OC)NC1=C(C=CC(=C1)F)C(C)(C)O